5-oxaproline N1[C@@H](CCO1)C(=O)O